BrC=1C=CC2=C(C(=NCC(N2)=S)C2=C(C=CC=C2)F)C1Cl 7-bromo-6-chloro-5-(2-fluorophenyl)-1,3-dihydro-1,4-benzodiazepine-2-Thione